2-(3,5-dichlorophenyl)benzo[d]oxazole-6-carboxylic acid phenyl ester C1(=CC=CC=C1)OC(=O)C1=CC2=C(N=C(O2)C2=CC(=CC(=C2)Cl)Cl)C=C1